NC1=C(C=C(C=N1)NC(C(=O)N1[C@@H](CN([C@H](C1)C)C(C(C)C)=O)C1=CC=C(C=C1)F)=O)C N-(6-amino-5-methyl-3-pyridyl)-2-[(2R,5S)-2-(4-fluorophenyl)-5-methyl-4-(2-methylpropanoyl)piperazin-1-yl]-2-oxo-acetamide